ethyl 2-[4,10-bis(2-tert-butoxy-2-oxoethyl)-1,4,7,10-tetraazacyclododecan-1-yl]-3-(4-ethoxyphenyl)propanoate di-tert-butyl-2,2'-(1,4,7,10-tetraazacyclododecane-1,7-diyl)diacetate C(C)(C)(C)C(C(=O)O)N1CCNCCN(CCNCC1)C(C(=O)O)C(C)(C)C.C(C)(C)(C)OC(CN1CCN(CCN(CCNCC1)CC(OC(C)(C)C)=O)C(C(=O)OCC)CC1=CC=C(C=C1)OCC)=O